3-O-(2-hydroxyisobutyl)ascorbic acid OC(COC1=C(C(=O)O[C@@H]1[C@@H](O)CO)O)(C)C